(Z)-Methyl 1-acetyl-3-(((4-(tert-butoxycarbonyl)phenyl)amino)(phenyl)methylene)-5-methyl-2-oxoindoline-6-carboxylate C(C)(=O)N1C(\C(\C2=CC(=C(C=C12)C(=O)OC)C)=C(\C1=CC=CC=C1)/NC1=CC=C(C=C1)C(=O)OC(C)(C)C)=O